ClC1=CC=C(C=C1)C=1N=C2N(C=CC=C2)C1CN1C2CN(CC1CC2)C(=O)C2=C(C=CC=C2)OC (8-{[2-(4-Chlorophenyl)imidazo[1,2-a]pyridin-3-yl]methyl}-3,8-diazabicyclo[3.2.1]oct-3-yl)(2-methoxyphenyl)methanone